C(C)(C)OC1=CC=C(C=C1)C1=NN=CO1 5-(4-isopropoxyphenyl)-1,3,4-oxadiazole